1,1-Dicyclopropyl-4-methyl-decan-1-ol C1(CC1)C(CCC(CCCCCC)C)(O)C1CC1